C1(CC1)N1N=C(N=C1C(F)F)C=1C=CC(=NC1C)N[C@@H]1CN(CC1)C(=O)OC(C)(C)C tert-butyl (3S)-3-({5-[1-cyclopropyl-5-(difluoromethyl)-1H-1,2,4-triazol-3-yl]-6-methylpyridin-2-yl}amino)pyrrolidine-1-carboxylate